FC(C(=O)O)(F)F.FC=1C(=C2C(=C(NC2=C(C1)C(=O)N)C)C)N1CC2C(CC1)CCN2 5-fluoro-2,3-dimethyl-4-(octahydro-6H-pyrrolo[2,3-c]pyridin-6-yl)-1H-indole-7-carboxamide 2,2,2-trifluoroacetate